(R)-1-chloro-3-(2,6-dichloro-4-(2-(4-((S)-2-hydroxy-3-methoxypropoxy)phenyl)propan-2-yl)phenoxy)propan-2-yl acetate C(C)(=O)O[C@@H](CCl)COC1=C(C=C(C=C1Cl)C(C)(C)C1=CC=C(C=C1)OC[C@H](COC)O)Cl